tert-butyl (3-ethyl-7-fluoro-4-hydroxychroman-4-yl)methylsulfonylcarbamate C(C)C1COC2=CC(=CC=C2C1(O)CS(=O)(=O)NC(OC(C)(C)C)=O)F